COC=1C=C(C[C@@H]2N(CCCCC2)C2=NC(=CC(N2)=O)N2CCOCC2)C=CC1 (R)-2-(2-(3-methoxybenzyl)azepan-1-yl)-6-morpholinopyrimidin-4(3H)-one